CO[Si](CCCNC(=O)NCCC[Si](OC)(OC)OC)(OC)OC N,N'-bis(3-trimethoxysilylpropyl)urea